1'-((8-cyclopropyl-3-fluoro-4-oxo-4,5-dihydropyrrolo[1,2-a]quinoxalin-7-yl)methyl)-N,3'-dimethyl-1',2',3',6'-tetrahydro-[3,4'-bipyridine]-6-carboxamide C1(CC1)C1=C(C=C2NC(C=3N(C2=C1)C=CC3F)=O)CN3CC(C(=CC3)C=3C=NC(=CC3)C(=O)NC)C